dibromo-methyl-azomethanesulfonic acid BrC(S(=O)(=O)O)(N=NC)Br